CC1=CC=C(C=C1)O p-methylphenol